NC([C@@H](C(C)C)NC(C(=O)C1=C(C(=C(N1C)C)C(=O)NC1=CC(=C(C=C1)F)C)C)=O)=O (R)-5-(2-((1-amino-3-methyl-1-oxobutan-2-yl)amino)-2-oxoacetyl)-N-(4-fluoro-3-methylphenyl)-1,2,4-trimethyl-1H-pyrrole-3-carboxamide